2-((2S)-4-(7-(8-chloro-3-hydroxynaphthalen-1-yl)-6,8-difluoro-2-((tetrahydro-1H-pyrrolizine-7a(5H)-yl)methoxy)quinazolin-4-yl)-1-(2-fluoroacryloyl)piperazin-2-yl)acetonitrile ClC=1C=CC=C2C=C(C=C(C12)C1=C(C=C2C(=NC(=NC2=C1F)OCC12CCCN2CCC1)N1C[C@@H](N(CC1)C(C(=C)F)=O)CC#N)F)O